[NH4+].[NH4+].OC=1C(=C(N)C(=C(C1[N+](=O)[O-])O)[N+](=O)[O-])[N+](=O)[O-] 3,5-dihydroxy-2,4,6-trinitroaniline bisammonium salt